OC1=CC=C2C(C=C(OC2=C1)C)=O 7-hydroxy-2-methyl-4H-chromen-4-one